C1=C(C=CC2=CC=CC=C12)C(=O)O naphthalene-2-Formic acid